FC1=C(C=CC=C1)C1CN(CC12CCC2)C(=O)C2=CN=CC(N2)=O 6-[8-(2-fluorophenyl)-6-azaspiro[3.4]octane-6-carbonyl]-1H-pyrazin-2-one